COC(NC1=NC=C(C=C1)NC1=NC=C(C(=N1)C1=CNC2=C(C=CC=C12)NC([C@@H](COC)N1CCN(CC1)C)=O)F)=O methyl-(R)-(5-((5-fluoro-4-(7-(3-methoxy-2-(4-methylpiperazin-1-yl)propanamido)-1H-indol-3-yl)pyrimidin-2-yl)amino)pyridin-2-yl)carbamate